ClC=1C=C2C=3C=CC(=CC3NC2=CC1)CC(=O)O 2-(6-Chloro-9H-carbazol-2-yl)acetic acid